C1(CCC1)[C@@H](C1=CC2=C(NC(=N2)[C@@H](NC(=O)C2=CC=NN2C)C2CCC(CC2)(F)F)C=C1)NC(CCC(F)(F)F)=O |o1:4| N-((S)-(5-((S*)-Cyclobutyl(4,4,4-trifluorobutanamido)methyl)-1H-benzo[d]imidazol-2-yl)(4,4-difluorocyclohexyl)methyl)-1-methyl-1H-pyrazole-5-carboxamide